N1N(CC2=CC=CC=C12)CNC(=S)NC1=CC=C(C=C1)F ((1H-indazol-2-yl)methyl)-3-(4-fluorophenyl)thiourea